OCCN1C(=NC=C1)C1=C(OCC=2C=C(C#N)C=CC2)C=C(C=C1)OCC1=C(C(=CC=C1)C1=CC=CC=C1)C 3-[[2-[1-(2-Hydroxyethyl)imidazol-2-yl]-5-[(2-methyl-3-phenyl-phenyl)methoxy]phenoxy]methyl]benzonitrile